C(C)(C)C1=C(C=CC=C1)N1CC2(CC1=O)CC(C1=CC=CC=C12)=O (2-isopropylphenyl)spiro[indene-1,3'-pyrrolidine]-3,5'(2H)-dione